6-[8-[[4,8-difluoro-2-(1-hydroxyl-methyl-ethyl)-3,5,6,7-tetrahydrocyclopenta[f]benzimidazol-6-yl]methyl]-2-oxo-1-oxa-3,8-diazaspiro[4.5]decan-3-yl]-4H-pyrazino[2,3-b][1,4]oxazin-3-one FC1=C2C(=C(C=3N=C(NC31)C(C)(O)C)F)CC(C2)CN2CCC3(CN(C(O3)=O)C3=NC1=C(OCC(N1)=O)N=C3)CC2